COC=1C=C2C(=NC(=NC2=CC1OC)C)NC(C)C1=CC=C(S1)C1=CC=C(CNS(=O)(=O)C)C=C1 N-[4-(5-{1-[(6,7-dimethoxy-2-methylquinazolin-4-yl)amino]-ethyl}thiophen-2-yl)benzyl]-methanesulfonamide